8-Bromo-3-(2,2-dimethyltetrahydro-2H-pyran-4-yl)-6-methylquinazoline-2,4(1H,3H)-dione BrC=1C=C(C=C2C(N(C(NC12)=O)C1CC(OCC1)(C)C)=O)C